ethyl 5-iodo-1-(4-methoxybenzyl)-1H-1,2,3-triazole-4-carboxylate IC1=C(N=NN1CC1=CC=C(C=C1)OC)C(=O)OCC